4-bromo-2-(trifluoromethoxy)-1-(trifluoromethyl)benzene BrC1=CC(=C(C=C1)C(F)(F)F)OC(F)(F)F